2-benzyloxy-6-(8-ethyl-7-fluoro-3-hydroxy-1-naphthyl)-4-(1,4-oxazepan-4-yl)-7H-pyrrolo[3,4-d]pyrimidin-5-one C(C1=CC=CC=C1)OC=1N=C(C2=C(N1)CN(C2=O)C2=CC(=CC1=CC=C(C(=C21)CC)F)O)N2CCOCCC2